2-(Di-tert-butylphosphino)-1-phenylindole C(C)(C)(C)P(C=1N(C2=CC=CC=C2C1)C1=CC=CC=C1)C(C)(C)C